6-Chloro-1-(4-dimethylphosphoryl-2-isopropyl-6-methyl-phenyl)-4-[(2S,5R)-2,5-dimethyl-4-prop-2-enoyl-piperazin-1-yl]-7-(2-fluoro-phenyl)pyrido[2,3-d]pyrimidin-2-one ClC1=CC2=C(N(C(N=C2N2[C@H](CN([C@@H](C2)C)C(C=C)=O)C)=O)C2=C(C=C(C=C2C)P(=O)(C)C)C(C)C)N=C1C1=C(C=CC=C1)F